NC(C)(C)C=1C=CC(=NC1)C1=C(C=C(C#N)C=C1)OC=1N(N=C(C1)C1=NC=CC=C1)C 4-[5-(2-aminopropan-2-yl)pyridin-2-yl]-3-(2-methyl-5-pyridin-2-ylpyrazol-3-yl)oxybenzonitrile